FC1=C(C=NC=C1)C1=CC=CC=C1 4-fluoro-3-phenylpyridine